FC(C=1C=NC(=NC1)N1CCC(=CC1)C(=O)N)(F)F 1-(5-(trifluoromethyl)pyrimidin-2-yl)-1,2,3,6-tetrahydropyridine-4-carboxamide